CC=1C=C(C=NC1)[C@H]1N(OCC1)C(=O)C1CCN(CC1)C1=NC=CC(=N1)N1C(C2(CC2)CC1)=O 5-[2-[4-[(3S)-3-(5-methylpyridin-3-yl)-1,2-oxazolidine-2-carbonyl]piperidin-1-yl]pyrimidin-4-yl]-5-azaspiro[2.4]heptan-4-one